((1R,4R)-4-methoxycyclohexyl)methanone COC1CCC(CC1)C=O